C1=CC=C(C=C1)CNC2=NC=NC3=C2NC=N3 Benzylaminopurine